COC1=CC=C(C=C1)CN1C(N(CCC1=O)C1=CN=C2N1C=CC(=C2)NCCCCCNC(OC(C)(C)C)=O)=O 1-Tert-butyl N-[5-[[3-[3-[(4-methoxyphenyl)methyl]-2,4-dioxo-hexahydropyrimidin-1-yl]imidazo[1,2-a]pyridin-7-yl]amino]pentyl]carbamate